tert-butyl 2-(5-(3-(((cyclohexylmethyl)carbamoyl)oxy)phenyl)pyridin-3-yl)-1H-pyrrole-1-carboxylate C1(CCCCC1)CNC(=O)OC=1C=C(C=CC1)C=1C=C(C=NC1)C=1N(C=CC1)C(=O)OC(C)(C)C